(2R,11aR)-8-chloro-2-hydroxy-6-isopropoxy-2,3,11,11a-tetrahydro-1H,5H-benzo[f]pyrrolo[2,1-c][1,4]Oxazepine-5-one ClC1=CC2=C(C(N3[C@@H](CO2)C[C@H](C3)O)=O)C(=C1)OC(C)C